ClC=1C=C(C(=O)O)C=CC1C1=C(SC2=C1NC(=NS2(=O)=O)NC)Cl 3-chloro-4-[6-chloro-3-(methylamino)-1,1-dioxo-4H-thieno[3,2-e][1,2,4]thiadiazin-5-yl]benzoic acid